6-(5-(4-(trifluoromethyl)-phenyl)-3,4-dihydro-isoquinolin-2(1H)-yl)-picolinamide FC(C1=CC=C(C=C1)C1=C2CCN(CC2=CC=C1)C1=CC=CC(=N1)C(=O)N)(F)F